FC=1C=2CCCC2C(=C2CCCC12)NC(=O)NS(=O)(=O)C=1OC2=C(C1)C(CCC2)O N-((8-fluoro-1,2,3,5,6,7-hexahydro-s-indacen-4-yl)carbamoyl)-4-hydroxy-4,5,6,7-tetrahydrobenzofuran-2-sulfonamide